8-bromo-10-(1-(2-fluorophenyl)-2-(tetrahydro-2H-pyran-4-yl)ethyl)-1,10-dihydro-cyclopenta[g]pyrido[3,2-b]indol-3(2H)-one BrC1=CC=2N(C=3C4=C(C=CC3C2N=C1)C(CC4)=O)C(CC4CCOCC4)C4=C(C=CC=C4)F